1-(3-hydroxycyclobutyl)-1H-pyrazole-3-sulfonamide OC1CC(C1)N1N=C(C=C1)S(=O)(=O)N